BrC1=CC(=C(C=C1)N1N=CC(=C1)C(=O)OC(C)(C)C)I tert-butyl 1-(4-bromo-2-iodo-phenyl)pyrazole-4-carboxylate